CC1([C@H](C1)C(=O)N)C (S)-2,2-dimethyl-cyclopropaneformamide